NC1=NC=C(C=C1O[C@H](C)C=1C=C(C=CC1)NC(C1=CN=CC(=C1)C1CC1)=O)Cl (R)-N-(3-(1-((2-amino-5-chloropyridin-3-yl)oxy)ethyl)phenyl)-5-cyclopropylnicotinamide